C(CCCCCCCCCCCCCCCCC)NC(=O)N stearyl-urea